N-(2-(2-Fluorophenyl)pyridin-4-yl)-6-nitro-7-(3-(piperazin-1-yl)propoxy)quinazoline FC1=C(C=CC=C1)C1=NC=CC(=C1)N1CN=CC2=CC(=C(C=C12)OCCCN1CCNCC1)[N+](=O)[O-]